ClC1=C(C(=O)NC2=C3C=NN(C3=CC=C2)C2=CC(=C(C=C2)C)C(F)(F)F)C=C(C=C1)CNC(=O)C1(CC1)O 2-chloro-5-({[(1-hydroxycyclopropyl)carbonyl]amino}methyl)-N-{1-[4-methyl-3-(trifluoromethyl)phenyl]-1H-indazole-4-yl}benzamide